OC(COC1=CC=C(C=C1)CC(=O)N)CNC(C)C 2-{4-[2-hydroxy-3-(propan-2-ylamino)propoxy]phenyl}acetamide